BrC1=CC(N(C=C1)C)=O 4-bromo-1-methyl-1,2-dihydropyridin-2-one